CN1CCC(CC1)(C(=O)OCCOCCOCCOCCOCC(COCCCCCCCC(OC(CCCC)CC)=O)OCCCCCCCC(=O)OC(CCCC)CC)C 2-[2-[2-[2-[2,3-bis[8-(1-ethylpentoxy)-8-oxo-octoxy] propoxy] ethoxy]ethoxy] ethoxy]ethyl 1,4-dimethylpiperidine-4-carboxylate